1-methyl-2-phenyl-1H-pyrazole-3(2H)-one CN1N(C(C=C1)=O)C1=CC=CC=C1